(S)-tert-butyl (2-((2-((2,4-dimethoxybenzyl)amino)pyrido[3,2-d]pyrimidin-4-yl)amino)propyl)carbamate COC1=C(CNC=2N=C(C3=C(N2)C=CC=N3)N[C@H](CNC(OC(C)(C)C)=O)C)C=CC(=C1)OC